methyl-[1,1'-biphenyl]-4-boronic acid CC1=C(C=CC(=C1)B(O)O)C1=CC=CC=C1